ClC1=CC(=C(C=N1)C1=NC(=CC=C1)C(C)(C)O)N[C@H](CCO)C (S)-3-((6'-Chloro-6-(2-hydroxypropan-2-yl)-[2,3'-bipyridin]-4'-yl)amino)butan-1-ol